(S)-2-(4-chlorophenyl)propanoic acid ClC1=CC=C(C=C1)[C@@H](C(=O)O)C